Benzyl 2-bromo-2,2-dideuteroacetate BrC(C(=O)OCC1=CC=CC=C1)([2H])[2H]